calcium margaric acid C(CCCCCCCCCCCCCCCC)(=O)O.[Ca]